C12(CC3CC(CC(C1)C3)C2)CC2=NOC(=N2)[C@H](CC2=CNC3=CC=CC=C23)NC([C@H](CC2=C(C=C(C=C2C)O)C)NC(OC(C)(C)C)=O)=O tert-butyl ((S)-1-(((S)-1-(3-(adamantan-1-ylmethyl)-1,2,4-oxadiazol-5-yl)-2-(1H-indol-3-yl)ethyl)amino)-3-(4-hydroxy-2,6-dimethylphenyl)-1-oxopropan-2-yl)carbamate